ClC=1C=C(C=CC1)[C@@H]1[C@H](C1)C(=O)NC1=NC(=NC(=C1)NCC=1N=C2N(C=C(C=C2)C2CC2)C1)COC |r| rac-(1S*,2S*)-2-(3-chlorophenyl)-N-(6-(((6-cyclopropylimidazo[1,2-a]pyridin-2-yl)methyl)amino)-2-(methoxymethyl)pyrimidin-4-yl)cyclopropane-1-carboxamide